Methyl 5-(chloro (hydroxyimino) methyl)-1-isopropyl-1H-pyrazole-3-carboxylate ClC(C1=CC(=NN1C(C)C)C(=O)OC)=NO